N1=CN=C(C=C1C=1C=C(C=CC1)C1=CC=CC=2C3=CC=CC=C3NC12)C=1C=C(C=CC1)C1=CC=CC=2C3=CC=CC=C3NC12 9'-(pyrimidine-4,6-diyl-bis-3,1-phenylene)bis(9H-carbazole)